C(C)(C)(C)OC(=O)C=1C=CC(=C(NC[C@H]2N(CCC2)C(=O)OC(C)(C)C)C1)NC(CC1=C(C=C(C=C1)C1=CC(=C(C=C1)F)OCC1=C(C=C(C=C1)Cl)F)F)=O tert-butyl (2S)-2-[[5-tert-butoxycarbonyl-2-[[2-[4-[3-[(4-chloro-2-fluoro-phenyl)methoxy]-4-fluoro-phenyl]-2-fluoro-phenyl]acetyl]amino]anilino]methyl]pyrrolidine-1-carboxylate